[Si](C)(C)(C(C)(C)C)OCC1(NCCC=2C3=CC=CC=C3NC12)CO[Si](C)(C)C(C)(C)C 1,1-di(tert-butyldimethylsilyloxy)methyl-1,2,3,4-tetrahydro-beta-carboline